((14-Bromotetradecyloxy)methyl)benzene BrCCCCCCCCCCCCCCOCC1=CC=CC=C1